N-p-methoxyphenyl-α-naphthylamine COC1=CC=C(C=C1)NC1=CC=CC2=CC=CC=C12